C(C1=CC=CC=C1)C=1C=C(C=CC1)[C@H](CC(=O)O)NC(=O)NC=1C(N(C=C(C1O)C)C)=O (S)-3-(3-benzyl-phenyl)-3-(3-(4-hydroxy-1,5-dimethyl-2-oxo-1,2-dihydropyridin-3-yl)ureido)propanoic acid